NC1=NC2=C(N1)C(=CC=C2C(=O)OC)Br methyl 2-amino-7-bromo-1H-benzo[d]imidazole-4-carboxylate